C(C)NC(=O)C=1C=CC=C2C1CCO2 N-ethyl-2,3-dihydrobenzofuran-4-carboxamide